6-(5-(Azetidin-3-yl)-3-isopropyl-1H-indol-2-yl)-7,8-dimethyl-[1,2,4]triazolo[1,5-a]pyridin N1CC(C1)C=1C=C2C(=C(NC2=CC1)C=1C(=C(C=2N(C1)N=CN2)C)C)C(C)C